FC(C1=NC(=CC=2C3=C(N=C(NC21)C2=C(C=CC=C2F)F)C(=NN3COCC[Si](C)(C)C)C)N3CCOCC3)F 4-(7-(difluoromethyl)-5-(2,6-difluorophenyl)-3-methyl-1-((2-(trimethylsilyl)ethoxy)methyl)-1,6-dihydropyrazolo[4,3-d]pyrido[4,3-f][1,3]diazepin-9-yl)morpholine